1-Ethyl-3-methylimidazolium L-(+)-lactate C([C@@H](O)C)(=O)[O-].C(C)N1C=[N+](C=C1)C